O1N=CN=C1N1C(CNCC1)=O 1,2,4-oxadiazol-5-yl-piperazin-2-one